acrylic acid acryl ester C(=O)(C=C)OC(C=C)=O